1-(4-(4-((2-fluoro-4-((2-(4-fluoro-1H-pyrazol-1-yl)pyridin-4-yl)oxy)phenyl)amino)-7H-pyrrolo[2,3-d]pyrimidin-5-yl)piperidin-1-yl)prop-2-en-1-one FC1=C(C=CC(=C1)OC1=CC(=NC=C1)N1N=CC(=C1)F)NC=1C2=C(N=CN1)NC=C2C2CCN(CC2)C(C=C)=O